[As](O)(O)(O)=O Arsenic acid